(3aR,6aS)-2-Methyl-5-((R)-pyrrolidin-3-yl)octahydropyrrolo[3,4-c]pyrrole CN1C[C@H]2CN(C[C@H]2C1)[C@H]1CNCC1